C(C)SC(CC1C(=C(C(CC1)=O)C(CC)=O)O)C [2-(ethylthio)propyl]-3-hydroxy-2-propionyl-2-cyclohexen-1-one